O=C1C(CCN(CC1)C(=O)OCC1=CC=CC=C1)C(=O)OCC 1-benzyl 4-ethyl 5-oxo-azepane-1,4-dicarboxylate